1-(8-cyano-quinolin-5-yl)-5,5-difluoro-piperidine-3-carboxylic acid (1-ethyl-piperidin-4-yl)-amide C(C)N1CCC(CC1)NC(=O)C1CN(CC(C1)(F)F)C1=C2C=CC=NC2=C(C=C1)C#N